2-(2-Chloro-1,3-oxazol-5-yl)-6-methoxypyridine ClC=1OC(=CN1)C1=NC(=CC=C1)OC